C(CCCC)P(O)(O)=O.C(C)C1=C(C=2NC3=CC=C(C=C3C2C=C1Br)Br)CC diethyl-3,6-dibromocarbazole amyl-phosphonate